(3aR,7aR)-octahydro-1H-pyrrolo[3,4-c]pyridin-1-one trifluoroacetate salt FC(C(=O)O)(F)F.C1(NC[C@H]2CNCC[C@H]21)=O